3-((propylphenoxy) thiocarbonylamino-methyl)-3,5,5-trimethylcyclohexylthiocarbamate C(CC)C1=C(OC(=S)NCC2(CC(CC(C2)(C)C)NC([O-])=S)C)C=CC=C1